N-(5-((6-((R)-3-(2,3-difluorophenyl)isoxazolidine-2-yl)pyrimidine-4-yl)amino)-2-(4-((S)-3-(dimethylamino)pyrrolidine-1-yl)piperidine-1-yl)-4-methoxyphenyl)acrylamide FC1=C(C=CC=C1F)[C@@H]1N(OCC1)C1=CC(=NC=N1)NC=1C(=CC(=C(C1)NC(C=C)=O)N1CCC(CC1)N1C[C@H](CC1)N(C)C)OC